S(=O)(=O)(O)O.N1=NC=CC=C1N pyridazin-6-amine sulfate